2-Chloro-N-{2-[4-(difluoromethyl)-1,3-thiazol-5-yl]-2-[4-(pyridazin-3-yloxy)piperidin-1-yl]ethyl}-6-fluorobenzamide ClC1=C(C(=O)NCC(N2CCC(CC2)OC=2N=NC=CC2)C2=C(N=CS2)C(F)F)C(=CC=C1)F